di(trimethylsilyl) phosphate P(=O)(O[Si](C)(C)C)(O[Si](C)(C)C)[O-]